5-(4-((1R,3r,5S)-3-((5-cyclopropyl-3-(2-(trifluoromethoxy)phenyl)isoxazol-4-yl)methoxy)-8-azabicyclo[3.2.1]octan-8-yl)phenyl)thiophene-2-carboxylic acid C1(CC1)C1=C(C(=NO1)C1=C(C=CC=C1)OC(F)(F)F)COC1C[C@H]2CC[C@@H](C1)N2C2=CC=C(C=C2)C2=CC=C(S2)C(=O)O